N-(2-(1-acetyl-3-methylindolin-3-yl)ethyl)acetamide C(C)(=O)N1CC(C2=CC=CC=C12)(C)CCNC(C)=O